C1(CC1)N1N=NC2=C1C=CC(=C2)C2=NN(C(=C2)C2=CC=C(C=C2)C(F)(F)F)CC2=CC=C(C(=O)NO)C=C2 4-{[3-(1-cyclopropyl-1H-benzo[d][1,2,3]triazol-5-yl)-5-(4-trifluoromethylphenyl)-1H-pyrazol-1-yl]methyl}-N-hydroxybenzamide